(3-(sec-butyl)-1,5,6,7-tetrahydro-s-indacen-1-yl)(1H-inden-1-yl)dimethylsilane perfluorophenyl-(E)-2-(1,2-dihydroxycyclooct-3-en-1-yl)acetate FC(C(=O)O)(C1(C(/C(=C(/C(C(C(C1(F)F)(F)F)(F)F)(F)F)\F)/F)(O)F)O)C1=C(C(=C(C(=C1F)F)F)F)F.C(C)(CC)C1=CC(C2=CC=3CCCC3C=C12)[Si](C)(C)C1C=CC2=CC=CC=C12